tin Benzoic acid C(C1=CC=CC=C1)(=O)O.[Sn]